(S)-3-(4-chlorophenyl)-N-((S)-2-(dimethylamino)-3-(4-hydroxy-2,6-dimethylphenyl)propyl)butanamide ClC1=CC=C(C=C1)[C@H](CC(=O)NC[C@H](CC1=C(C=C(C=C1C)O)C)N(C)C)C